2-(2-(4-amino-1,2,5-oxadiazol-3-yl)-1H-benzo[d]imidazol-1-yl)-N-(benzo[d][1,3]dioxol-5-yl)acetamide NC=1C(=NON1)C1=NC2=C(N1CC(=O)NC1=CC3=C(OCO3)C=C1)C=CC=C2